1,2,3-triazolaldehyde N1N=NC(=C1)C=O